OC=1C=C(C=CC1)C=1N=C2N(C=CN=C2)C1NC=1C=C(C(=O)OC)C=CC1 methyl 3-[[2-(3-hydroxy-phenyl)imidazo[1,2-a]pyrazin-3-yl] amino]benzoate